(3S,4R)-1-(3-chloro-2-fluorobenzyl)-4-((3-fluoro-6-((5-methyl-1H-pyrazol-3-yl)amino)pyridin-2-yl)methyl)-3-methylpiperidine-4-carboxylic acid ClC=1C(=C(CN2C[C@H]([C@](CC2)(C(=O)O)CC2=NC(=CC=C2F)NC2=NNC(=C2)C)C)C=CC1)F